O=C1NC(CCC1N1C(C2=CC=C(C=C2C1=O)CN1CCC(CC1)C1=CSC(=C1)C)=O)=O 2-(2,6-dioxopiperidin-3-yl)-5-((4-(5-methylthiophen-3-yl)piperidin-1-yl)methyl)isoindoline-1,3-dione